N,N-bis(trimethylsilyl)-3-[diethoxy(methyl)silyl]propylamine C[Si](N([Si](C)(C)C)CCC[Si](C)(OCC)OCC)(C)C